(S)-1-(8-fluoroisochroman-1-yl)-N-methylmethanamine FC=1C=CC=C2CCO[C@@H](C12)CNC